Ethyl 2-(2-(difluoromethoxy) benzoyl)-3-oxobutanoate FC(OC1=C(C(=O)C(C(=O)OCC)C(C)=O)C=CC=C1)F